methyl 1-(3-fluorophenyl)piperidine-3-carboxylate FC=1C=C(C=CC1)N1CC(CCC1)C(=O)OC